C1(CC1)C=1OC=C(N1)C1=CC(=NC=C1)N(C(=O)[C@@H]1CC[C@H](CC1)CC(=O)O)C[C@@H]1CC[C@H](CC1)C1=NC(=C(C=C1)OC)C 2-(trans-4-((4-(2-Cyclopropyloxazol-4-yl)pyridin-2-yl)((trans-4-(5-methoxy-6-methylpyridin-2-yl)cyclohexyl)methyl)carbamoyl)cyclohexyl)acetic acid